N-benzyl-trimethyl-ammonium 2-Hexyldecyl-8-({8-[(2-hexyldecyl)oxy]-8-oxooctyl}amino)-octadecenoate 2-Hexyldecyl-8-oxooctadecanoate C(CCCCC)C(COC(CCCCCCC(CCCCCCCCCC)=O)=O)CCCCCCCC.C(CCCCC)C(COC(C=CCCCCC(CCCCCCCCCC)NCCCCCCCC(=O)OCC(CCCCCCCC)CCCCCC)=O)CCCCCCCC.C(C1=CC=CC=C1)[N+](C)(C)C